N1(N=CN=C1)C(=O)N1CC2C(OCC(N2)=O)CC1 6-(1,2,4-triazole-1-carbonyl)-4,4a,5,7,8,8a-hexahydropyrido[4,3-b][1,4]oxazin-3-one